CC(C[C@@H](C(=O)N[C@@H](C[C@H]1C(NCC1)=O)C(COC(F)(F)F)=O)NC([C@@H](C(F)(F)F)O)=O)C (S)-4-methyl-N-((S)-3-oxo-1-((S)-2-oxopyrrolidin-3-yl)-4-(trifluoromethoxy)butan-2-yl)-2-((S)-3,3,3-trifluoro-2-hydroxypropanamido)pentanamide